2-[(1S)-1-cyclohexylethoxy]-5-fluoro-N-(6-methoxypyridazin-3-yl)-4-(3-oxo-5,6,7,8-tetrahydro[1,2,4]triazolo[4,3-a]pyridin-2(3H)-yl)benzamide C1(CCCCC1)[C@H](C)OC1=C(C(=O)NC=2N=NC(=CC2)OC)C=C(C(=C1)N1N=C2N(CCCC2)C1=O)F